3-benzoyl-7-(diethylamino)-2H-benzopyran-2-one C(C1=CC=CC=C1)(=O)C=1C(OC2=C(C1)C=CC(=C2)N(CC)CC)=O